NCCCOC=1C=C(C=CC1)NC=1C(=NC(=C(N1)NC1CCOCC1)C1CC1)C(=O)N 3-((3-(3-aminopropoxy)phenyl)amino)-6-cyclopropyl-5-((tetrahydro-2H-pyran-4-yl)amino)pyrazine-2-carboxamide